NC1=NC=C(C2=C1C=NN2)NC(=O)C(=O)N(CC2=NC=CC=C2)CC2=CC=CC=C2 N-(4-amino-1H-pyrazolo[4,3-c]pyridin-7-yl)-N'-benzyl-N'-(2-pyridylmethyl)oxamide